Potassium (III) copper [Cu+2].[K+3]